O=C1C=CC2(CCN(CC2)C(=O)OC(C)(C)C)CC1 tert-butyl 9-oxo-3-azaspiro[5.5]undec-7-ene-3-carboxylate